ClC1=C(C=CC=C1NC(=O)C=1N(C2=C(CN(CC2)C)N1)C)C1=C(C(=CC=C1)C1=NC(=C(C=C1)C=O)OC)Cl N-(2,2'-Dichloro-3'-(5-formyl-6-methoxypyridin-2-yl)-[1,1'-biphenyl]-3-yl)-1,5-dimethyl-4,5,6,7-tetrahydro-1H-imidazo[4,5-c]pyridine-2-carboxamide